OC1=C(C=CC=C1C)C1=CC=C(C(=N1)N1C(C[C@@H](C1)C)(C)C)C(=O)NS(=O)(=O)C=1C(NC=CC1)=O 6-(2-Hydroxy-3-methylphenyl)-N-[(2-oxo-1H-pyridin-3-yl)sulfonyl]-2-[(4S)-2,2,4-trimethylpyrrolidin-1-yl]pyridin-3-carboxamid